C(C1=CC=CC=C1)OC(CN(CCC(=O)O)CCOCC1=CC=CC=C1)=O 3-((2-(benzyloxy)-2-oxoethyl)(2-(benzyloxy)ethyl)amino)propionic acid